tert-butyl (2-oxo-2-(4-oxo-2,3,4,5-tetrahydro-1H-benzo[b][1,4]diazepin-1-yl)ethyl)carbamate O=C(CNC(OC(C)(C)C)=O)N1C2=C(NC(CC1)=O)C=CC=C2